ethyl N-(6-(benzyloxy)-3-bromo-2-fluorophenyl)-N-sulfamoylglycinate C(C1=CC=CC=C1)OC1=CC=C(C(=C1N(CC(=O)OCC)S(N)(=O)=O)F)Br